Dimethyl 1,4-dimethyl-3-[(5-oxomorpholin-2-yl)methoxy]-5,7-dihydrocyclopenta[c]pyridine-6,6-dicarboxylate CC1=NC(=C(C2=C1CC(C2)(C(=O)OC)C(=O)OC)C)OCC2CNC(CO2)=O